P(OC1=C(C=CC=C1)CCCCCCCCC)(OC1=C(C=CC=C1)CCCCCCCCC)[O-] di(nonylphenyl) phosphite